C1CC12CN(C2)C2=NC=C(C=N2)[C@@H](C)N2N=CC(=C2)NC(=O)C2=NC(=CN=C2)C2=C(C(=CC=C2C(F)F)Cl)F |o1:12| (R or S)-N-(1-(1-(2-(5-Azaspiro[2.3]hexan-5-yl)pyrimidin-5-yl)ethyl)-1H-pyrazol-4-yl)-6-(3-chloro-6-(difluoromethyl)-2-fluorophenyl)pyrazine-2-carboxamide